[Si](C)(C)(C(C)(C)C)OCCOC=1C=C2C(=CC=NC2=CC1OC)OC1=C(C=C(C=C1F)[N+](=O)[O-])F 6-{2-[(tert-Butyldimethylsilyl)oxy]ethoxy}-4-(2,6-difluoro-4-nitrophenoxy)-7-methoxyquinoline